CN(CCO)C1=NC=CC=C1 2-[methyl(pyridin-2-yl)amino]ethanol